C(C(=C)C)(=O)OCCC(C(=O)[O-])C(O)(C(=O)[O-])CC(=O)[O-] (2-(Methacryloyloxy)ethyl)citrat